N-(4-[(2-acetamidopyridin-4-yl)ethynyl]-6-{[(3S)-oxolan-3-yl]oxy}pyrimidin-5-yl)-2,2,2-trifluoroacetamide C(C)(=O)NC1=NC=CC(=C1)C#CC1=NC=NC(=C1NC(C(F)(F)F)=O)O[C@@H]1COCC1